5-methoxy-N1-(1-(trifluoromethyl)cyclopropyl)benzene-1,2-diamine COC1=CC=C(C(=C1)NC1(CC1)C(F)(F)F)N